N1N=C(C=C1)CN1N=CC2=C(N(C=3C=C(C=CC23)OC2=NC=CC3=C2C=NN3)C)C1=O 3-((1H-pyrazol-3-yl)methyl)-7-((1H-pyrazolo[4,3-c]pyridin-4-yl)oxy)-5-methyl-3,5-dihydro-4H-pyridazino[4,5-b]indol-4-one